ClC1=C(C=CC=C1)CN1N=C(C=C1C=1SC(=CC1)OCC(C)C)COC(C(=O)OC)(C)C Methyl 2-([1-[(2-chlorophenyl)methyl]-5-[5-(2-Methylpropoxy)thien-2-yl]-1H-pyrazol-3-yl]methoxy)-2-methylpropanoate